C(C=C)(=O)OC(CC[Si](OC)(OC)C)CCCCC 3-acryloxyoctylmethyldimethoxysilane